N-methyl-2-((4-(1-methyl-1H-pyrazol-3-yl)-2-(1-(pyridin-3-ylmethyl)-1H-pyrazol-3-yl)phenyl)amino)ethane-1-sulfonamide CNS(=O)(=O)CCNC1=C(C=C(C=C1)C1=NN(C=C1)C)C1=NN(C=C1)CC=1C=NC=CC1